5-(trifluoromethyl)-1,4-diazaheptane FC(C(NCCN)CC)(F)F